S1C=NC2=C1C=C(C=C2)\C=C\2/N=C(NC2=O)NC2=CC=C(C=C2)N2CCOCC2 (4Z)-4-(1,3-benzothiazol-6-ylmethylene)-2-(4-morpholinoanilino)-1H-imidazol-5-one